methyl 2-(6-chloro-4-methoxynicotinoyl)propanoate ClC1=NC=C(C(=O)C(C(=O)OC)C)C(=C1)OC